oxazolium acetate C(C)(=O)[O-].O1C=[NH+]C=C1